5-(4-chlorophenyl)-imidazolidine-2,4-dione ClC1=CC=C(C=C1)C1C(NC(N1)=O)=O